N,N'-(1,4-Phenylenebis(methylene))bis(N-methyl-1-(pyridin-3-yl)methanamine) C1(=CC=C(C=C1)CN(CC=1C=NC=CC1)C)CN(CC=1C=NC=CC1)C